C(C)(C)(C)OC(=O)NC12CC(C1)(C2)C(=O)OC methyl 3-{[(tert-butoxy)carbonyl]amino}bicyclo[1.1.1]pentane-1-carboxylate